4-Amino-1-(4-bromophenyl)pyrazole-3-carboxamide NC=1C(=NN(C1)C1=CC=C(C=C1)Br)C(=O)N